CC1=NC(=NN1C1=CC=C(C=C1)CC1=CC=C(C=C1)C1=CC=C(C=C1)O[C@H]1CN(CC1)C)C(=O)N (R)-5-methyl-1-(4-((4'-((1-methylpyrrolidin-3-yl)oxy)-[1,1'-biphenyl]-4-yl)methyl)phenyl)-1H-1,2,4-triazole-3-carboxamide